CN(C)P(C1=CC=CC=C1)N(C)C di(dimethylamino)phenylphosphine